[Si](C1=CC=CC=C1)(C1=CC=CC=C1)(C(C)(C)C)OCC1=C(C=C(C=O)C=C1)C 4-[[tert-butyl(diphenyl)silyl]oxymethyl]-3-methyl-benzaldehyde